C(C1=CC=CC=C1)C=1C(=NC=C(N1)C1=C(C=CC(=C1)O[Si](C)(C)C(C)(C)C)F)N\C(\C(=O)O)=C/C=1OC=CC1 (Z)-2-((3-benzyl-5-(5-((tert-butyldimethylsilyl)oxy)-2-fluorophenyl)pyrazin-2-yl)amino)-3-(furan-2-yl)acrylic acid